FC1(CCC(CC1)C1=CC=C(C=C1)B1OC(C(O1)(C)C)(C)C)F 2-(4-(4,4-difluorocyclohexyl)phenyl)-4,4,5,5-tetramethyl-1,3,2-dioxaborolan